1-(3-bromo-1-(3-chloropyridin-2-yl)-1H-pyrazole-5-carboxamido)-2-phenylcyclopropane-1-carboxylic acid BrC1=NN(C(=C1)C(=O)NC1(C(C1)C1=CC=CC=C1)C(=O)O)C1=NC=CC=C1Cl